methyl 2-((2-(3-((tert-butoxycarbonyl) (6-methoxy-3-nitropyridin-2-yl) amino) prop-1-yn-1-yl)-4-fluorophenyl) amino)-4,5-difluoro-benzoate C(C)(C)(C)OC(=O)N(CC#CC1=C(C=CC(=C1)F)NC1=C(C(=O)OC)C=C(C(=C1)F)F)C1=NC(=CC=C1[N+](=O)[O-])OC